C(CC(O)(C(=O)OC(C)CCC(C)C)CC(=O)OC(C)CCC(C)C)(=O)OC(C)CCC(C)C Tri(5-methyl-2-hexyl) citrate